C(C)(C)(C)OC(=O)NNC1C(CN(CC1F)C(=O)OC(C)(C)C)F tert-butyl 4-(2-tert-butoxycarbonylhydrazino)-3,5-difluoro-piperidine-1-carboxylate